ClC=1C=C2C(N(CN(C2=CC1)C1=C(C=C(C=C1)F)CC)C1=C(NC(C=C1)=O)C)=O 6-chloro-1-(2-ethyl-4-fluorophenyl)-3-(2-methyl-6-oxo-1,6-dihydropyridin-3-yl)-2,3-dihydroquinazolin-4(1H)-one